1-[2-(1,4-diazacycloheptan-1-yl)-5-methoxypyrimidin-4-yl]-N-(2-{imidazo[1,2-a]pyridin-3-yl}prop-2-yl)azetidine-3-carboxamide N1(CCNCCC1)C1=NC=C(C(=N1)N1CC(C1)C(=O)NC(C)(C)C1=CN=C2N1C=CC=C2)OC